O1CC[C@@H](C2=CC=CC=C12)NC(=O)C1=C(C2=C(N=C(S2)C2CCNCC2)C=C1)C (S)-N-(chroman-4-yl)-7-methyl-2-(piperidin-4-yl)benzo[d]thiazole-6-carboxamide